(4R)-4-benzyl-3-[(2S)-2-(3-chloropropyl)pent-4-enoyl]oxazolidin-2-one C(C1=CC=CC=C1)[C@H]1N(C(OC1)=O)C([C@H](CC=C)CCCCl)=O